8-Bromo-2H-pyrido[4,3-b][1,4]thiazine-3(4H)-one BrC1=CN=CC2=C1SCC(N2)=O